(S)-2-cyclopropyl-4-((1-(4-(trifluoromethyl)pyridin-2-yl)pyrrolidin-3-yl)methoxy)pyrimidine-5-carbonitrile C1(CC1)C1=NC=C(C(=N1)OC[C@@H]1CN(CC1)C1=NC=CC(=C1)C(F)(F)F)C#N